Cl.C(C)OC[C@@]1(CN(CC1)CC=1C=NC=CC1)COC1=CC=CC=C1 (R)-3-((3-(ethoxymethyl)-3-(phenoxymethyl)pyrrolidin-1-yl)methyl)pyridine HCl